4-FluoroSalicylic Acid FC=1C=C(C(C(=O)O)=CC1)O